trans-3-(hydroxymethyl)-3-nitrocyclobutane-1-carboxylic acid OCC1(CC(C1)C(=O)O)[N+](=O)[O-]